[1,3,5]triazine-2,4,6-triamine N1=C(N=C(N=C1N)N)N